1-octyl chloroacetate ClCC(=O)OCCCCCCCC